C1(=CC=CC=C1)N1N=CC=C1 1-phenyl-1H-pyrazol